α-(4-bromo-benzyl)-proline BrC1=CC=C(C[C@@]2(NCCC2)C(=O)O)C=C1